C(CCC)C1=C(C=CC=C1)C(C=O)(C)C 2-butylphenyl-methylpropionaldehyde